Histidyl-Leucine N[C@@H](CC1=CNC=N1)C(=O)N[C@@H](CC(C)C)C(=O)O